ClC=1C(=C(C=CC1Cl)NC1=NC=NC2=CC(=C(C=C12)OC1CCN(CC1)CC=1C=C(C=CC1)NC1C(NC(CC1)=O)=O)OC)F 3-((3-((4-((4-((3,4-dichloro-2-fluorophenyl)amino)-7-methoxyquinazolin-6-yl)oxy)piperidin-1-yl)methyl)phenyl)amino)piperidine-2,6-dione